FC1=C(C=C(C=C1)C=1C(=NNC1)C=1C=CC=2N(C1)C(=CN2)C=2C=CC(=NC2)NC(OC)=O)OC methyl N-[5-[6-[4-(4-fluoro-3-methoxy-phenyl)-1H-pyrazol-3-yl]imidazo[1,2-a]pyridin-3-yl]-2-pyridyl]carbamate